C1(CC1)C=1C=C(C2=C(N1)N(N=C2)C(C)C2CC2)C(=O)O 6-cyclopropyl-1-(1-cyclopropylethyl)-1H-pyrazolo[3,4-b]pyridine-4-carboxylic acid